2-phenyl-3,1-benzoxazin-4-one C1(=CC=CC=C1)C1=NC2=C(C(O1)=O)C=CC=C2